BrCCCOC1=C(C=O)C=CC=C1 2-(3-bromopropoxy)benzaldehyde